O(O)O (Oxy)hydroxid